isononyl-isononanoic acid C(CCCCCC(C)C)C(C(=O)O)CCCCC(C)C